methyl N-[5-[6-[(4-fluoro-3-methoxy-phenyl)-methyl-carbamoyl]imidazo[1,2-a]pyrazin-3-yl]-2-pyridyl]carbamate FC1=C(C=C(C=C1)N(C(=O)C=1N=CC=2N(C1)C(=CN2)C=2C=CC(=NC2)NC(OC)=O)C)OC